N-Ethyl-6-methyl-4-(3-(4-methyl-3-(3-(piperidin-1-yl)propanamido)phenoxy)-5-(ethylsulfonamido)phenyl)-7-oxo-6,7-dihydro-1H-pyrrolo[2,3-c]pyridine-2-carboxamide C(C)NC(=O)C1=CC2=C(C(N(C=C2C2=CC(=CC(=C2)NS(=O)(=O)CC)OC2=CC(=C(C=C2)C)NC(CCN2CCCCC2)=O)C)=O)N1